6-[8-(1,3-benzothiazol-2-ylcarbamoyl)-3,4-dihydroisoquinolin-2(1H)-yl]-3-{1-[2-(morpholin-4-yl)benzyl]-1H-pyrazol-4-yl}pyridine-2-carboxylic acid S1C(=NC2=C1C=CC=C2)NC(=O)C=2C=CC=C1CCN(CC21)C2=CC=C(C(=N2)C(=O)O)C=2C=NN(C2)CC2=C(C=CC=C2)N2CCOCC2